(S)-2-fluoro-N-(pyrimidin-4-yl)-4-(3-(pyrrolidin-1-yl)-3-(3-(trifluoromethyl)-phenethyl)piperidin-1-yl)benzenesulfonamide FC1=C(C=CC(=C1)N1C[C@@](CCC1)(CCC1=CC(=CC=C1)C(F)(F)F)N1CCCC1)S(=O)(=O)NC1=NC=NC=C1